S1C(=NC2=C1C=CC=C2)N2CCN(CC2)CCCC2(CC1=C(N=C(S1)N)CC2)N 6-(3-(4-(benzo[d]thiazol-2-yl)piperazin-1-yl)propyl)-4,5,6,7-tetrahydrobenzo[d]thiazole-2,6-diamine